N-(2-bromo-4-fluoro-6-methoxyphenyl)-2,2,2-trifluoroacetamide BrC1=C(C(=CC(=C1)F)OC)NC(C(F)(F)F)=O